1-phenyl-propane-1,2-dione C1(=CC=CC=C1)C(C(C)=O)=O